BrC=1C=C2C(C(C(C(C2=CC1)(C([2H])([2H])[2H])C([2H])([2H])[2H])([2H])[2H])([2H])[2H])(C([2H])([2H])[2H])C([2H])([2H])[2H] 6-bromo-1,1,4,4-tetrakis(methyl-d3)-1,2,3,4-tetrahydronaphthalene-2,2,3,3-d4